COC(=O)C1=NC=C(C=C1)C1=CC=C(C=C1)NC(=O)OCC 5-[4-(ethoxycarbonylamino)phenyl]Pyridine-2-carboxylic acid methyl ester